(R)-N-hydroxy-2-methyloctanimidamide ONC([C@@H](CCCCCC)C)=N